[Br-].C(C)(=O)C1=CC=[N+](C=C1)CC1=CC=C(C=C1)OC 4-acetyl-1-(4-methoxybenzyl)pyridin-1-ium bromide